(1-(4-(3-fluoro-5-(trifluoromethyl)benzyl)pyridin-2-yl)-4,5,6,7-tetrahydro-1H-benzo[d][1,2,3]triazol-4-yl)acetamide FC=1C=C(CC2=CC(=NC=C2)N2N=NC3=C2CCCC3CC(=O)N)C=C(C1)C(F)(F)F